hydroxyhexadecanedisulfonate OC(CCCCCCCCCCCCCCCS(=O)(=O)[O-])S(=O)(=O)[O-]